NC1=NC2=C(C=3N1N=C(N3)C=3OC=CC3)C=NN2C(C(=O)Cl)(C)C2=CC=CC=C2 2-(5-amino-2-(furan-2-yl)-7H-pyrazolo[4,3-e][1,2,4]triazolo[1,5-c]pyrimidin-7-yl)-2-phenylpropionyl chloride